1-((2-((3-bromo-2-chlorophenyl)amino)-3-fluoropyridin-4-yl)methyl)piperidine-4-carboxylic acid methyl ester COC(=O)C1CCN(CC1)CC1=C(C(=NC=C1)NC1=C(C(=CC=C1)Br)Cl)F